NC1=NC=CC(=C1F)CC=1C(=C(C=NC1)NC1=NC=CC=N1)C N-[5-[(2-amino-3-fluoro-4-pyridyl)methyl]-4-methyl-3-pyridyl]pyrimidin-2-amine